8-fluoro-2-methyl-1H-pyrrolo[3,4-c]isoquinoline-1,3(2H)-dione FC1=CC=2C3=C(N=CC2C=C1)C(N(C3=O)C)=O